hydroxyl-aluminum silicon [Si].O[Al]